[Na+].C(CCCCCCCCC(=O)[O-])(=O)[O-].[Na+] Sebacic acid sodium salt